CN(CC(=O)N)C1=CC=C2C(=CC(OC2=C1)=O)C1=C(C=CC=C1)C 2-(methyl(2-oxo-4-(o-tolyl)-2H-chromen-7-yl)amino)acetamide